1-[(6S)-2-(4-chloro-2-fluorophenyl)-4,6-dimethyl-3-(pyridin-4-yl)-6,7-dihydropyrazolo[1,5-a]pyrazin-5(4H)-yl]prop-2-en-1-one ClC1=CC(=C(C=C1)C1=NN2C(C(N([C@H](C2)C)C(C=C)=O)C)=C1C1=CC=NC=C1)F